FC1=C(C(=CC=C1)F)S(=O)(=O)NC1=C(C(=CC=C1)C=1N=C(SC1C1=NC(=NC=C1)NC1CCC(CC1)(S(=O)(=O)C)C)N1C2CN(CC1CC2)C)F 2,6-difluoro-N-(2-fluoro-3-(5-(2-((4-methyl-4-(methylsulfonyl)-cyclohexyl)amino)pyrimidin-4-yl)-2-(3-methyl-3,8-diaza-bicyclo[3.2.1]octan-8-yl)thiazol-4-yl)phenyl)benzenesulfonamide